COCOC1=C(C2=CC=CC=C2C=C1)C=O (methoxymethoxy)-1-naphthaldehyde